tert-butyl (R)-3-((4-chloro-5-((5-((4-fluorophenyl)ethynyl)-3-methylpyridin-2-yl)carbamoyl)-1H-pyrazol-1-yl)methyl)piperidine-1-carboxylate ClC=1C=NN(C1C(NC1=NC=C(C=C1C)C#CC1=CC=C(C=C1)F)=O)C[C@H]1CN(CCC1)C(=O)OC(C)(C)C